7-[4-(4-methylpiperazin-1-yl)anilino]-3-[(4S)-8-methyl-1,2,3,4-tetrahydroquinolin-4-yl]-1-tetrahydrofuran-3-yl-4H-pyrimido[4,5-d]pyrimidin-2-one CN1CCN(CC1)C1=CC=C(NC2=NC=C3C(=N2)N(C(N(C3)[C@H]3CCNC2=C(C=CC=C32)C)=O)C3COCC3)C=C1